4-(3-acrylamido-3,4-dihydroquinolin-1(2H)-yl)-N-methylbenzamide C(C=C)(=O)NC1CN(C2=CC=CC=C2C1)C1=CC=C(C(=O)NC)C=C1